methyl 4-(3-(((2-(1-(2-((tert-butoxycarbonyl)(methyl)amino)ethyl)piperidin-4-yl)pyridin-4-yl)methyl)(methyl)carbamoyl)phenoxy)benzoate C(C)(C)(C)OC(=O)N(CCN1CCC(CC1)C1=NC=CC(=C1)CN(C(=O)C=1C=C(OC2=CC=C(C(=O)OC)C=C2)C=CC1)C)C